C(C1=CC=CC=C1)OC(=O)C1CCN(CC1)C=1C(=NC=C(C1)CCCOC)Cl 1-(2-chloro-5-(3-methoxypropyl)pyridin-3-yl)piperidine-4-carboxylic acid benzyl ester